C1=CC=CC=2C3=CC=CC=C3C(C12)COC(=O)NC[C@H]1C[C@H](N(C1)C(=O)OC(C)(C)C)C(=O)O (2S,4R)-4-(((((9H-fluoren-9-yl)methoxy)carbonyl)amino)methyl)-1-(tert-butoxycarbonyl)pyrrolidine-2-carboxylic acid